FC1=C(C=C(C=C1)F)N1CCN(CC1)CC=1C=C2CN(C(C2=CC1)=O)N1C(NC(CC1)=O)=O 1-(5-((4-(2,5-difluorophenyl)piperazin-1-yl)methyl)-1-oxoisoindolin-2-yl)dihydropyrimidine-2,4(1H,3H)-dione